2-methyl-4-(diethyl-phosphono)-2-butenoic acid ethyl ester C(C)OC(C(=CCP(=O)(OCC)OCC)C)=O